(S)-1-carboxy-3-(methylthio)propan-1-aminium C(=O)(O)[C@H](CCSC)[NH3+]